FC1=CC=C(C=C1)C1=C(C=CC=C1)C(\C=C\C1=CC(=C(C=C1)O)OC)=O (E)-1-[2-(4-Fluorophenyl)phenyl]-3-(4-hydroxy-3-methoxyphenyl)prop-2-en-1-one